4-chloro-1-(2-(3-chloro-2-(trifluoromethyl)benzyl)-2,8-diazaspiro[4.5]decane-8-carbonyl)-1H-pyrazole-3-carboxylic acid ClC=1C(=NN(C1)C(=O)N1CCC2(CCN(C2)CC2=C(C(=CC=C2)Cl)C(F)(F)F)CC1)C(=O)O